O=C1C=2C=CC(=CC2CCC1)NC=1C(C(C1NCC1=NC=CC=C1)=O)=O 3-((5-oxo-5,6,7,8-tetrahydronaphthalen-2-yl)amino)-4-((pyridin-2-ylmethyl)amino)cyclobut-3-ene-1,2-dione